(S,S) or (R,S)-N'-((1,2,3,5,6,7-hexahydro-s-indacen-4-yl)carbamoyl)-4-(pyrrolidin-2-yl)benzenesulfonimidamide C1CCC2=C(C=3CCCC3C=C12)NC(=O)N=[S@@](=O)(N)C1=CC=C(C=C1)[C@H]1NCCC1 |o1:16|